CC1=C(C=CC=2C(OCC21)=O)CCN2CC1=C(N=C(N=C1)C1=CC3=C(C(OC3)=O)C=C1)CC2 4-methyl-5-{2-[2-(1-oxo-1,3-dihydro-2-benzofuran-5-yl)-7,8-dihydropyrido[4,3-d]pyrimidin-6(5H)-yl]ethyl}-2-benzofuran-1(3H)-one